p-myristamidobenzamidoacetic acid C(CCCCCCCCCCCCC)(=O)NC1=CC=C(C(=O)NCC(=O)O)C=C1